N-(2,6-dichlorobenzyl)pyridin-3-amine ClC1=C(CNC=2C=NC=CC2)C(=CC=C1)Cl